C(C)(=O)OC=1C=C2C(=CNC2=CC1)CCN(C)C 3-(2-(dimethylamino) ethyl)-1H-indol-5-yl acetate